C1[C@@H]([C@H](O[C@H]1N2C=NC3=C2N=CNC3=O)CO)O 2-deoxyinosine